ethyl 6-(2,3-dichloro-6-methoxyphenyl)-2-ethyl-1-carbonyl-2,5,6,7-tetrahydro-1H-cyclopenta[c]pyridine-4-carboxylate ClC1=C(C(=CC=C1Cl)OC)C1CC2=C(C(N(C=C2C(=O)OCC)CC)=C=O)C1